(1aR,5aR)-2-(2,4-Difluorophenyl)-1a,2,5,5a-tetrahydro-1H-2,3-diaza-cyclopropa[a]pentalene-4-carboxylic acid (2-methyl-quinolin-4-yl)-amide CC1=NC2=CC=CC=C2C(=C1)NC(=O)C=1C=2C[C@@H]3[C@H](C2N(N1)C1=C(C=C(C=C1)F)F)C3